[Cu].N1=CCC(C=C1)(C(=O)O)C(=O)O.N1=CCC(C=C1)(C(=O)O)C(=O)O dipyridine-4,4-dicarboxylic acid copper